tert-butyl 3-(3-aminophenyl)pyrrolidine-1-carboxylate NC=1C=C(C=CC1)C1CN(CC1)C(=O)OC(C)(C)C